N-(4-Bromo-2-nitrobenzyl)-3-(tert-butyl)-1,2,4-oxadiazole-5-carboxamide BrC1=CC(=C(CNC(=O)C2=NC(=NO2)C(C)(C)C)C=C1)[N+](=O)[O-]